benzyl-6-(2-(2,6-dioxopiperidin-3-yl)-1,3-dioxoisoindolin-5-yloxy)hexanoate C(C1=CC=CC=C1)OC(CCCCCOC=1C=C2C(N(C(C2=CC1)=O)C1C(NC(CC1)=O)=O)=O)=O